COC=1C=C(C=CC1OC)C=1NC2=CC=C(C=C2C1CC)C1=NOC(=N1)CCN(C)C 2-(3-(2-(3,4-dimethoxyphenyl)-3-ethyl-1H-indol-5-yl)-1,2,4-oxadiazol-5-yl)-N,N-dimethylethane-1-amine